2,4,5,6-Tetrachloropyrimidine ClC1=NC(=C(C(=N1)Cl)Cl)Cl